(E)-2-METHOXY-4-(1-PROPENYL)PHENYL ACETATE C(C)(=O)OC1=C(C=C(C=C1)\C=C\C)OC